ClC1=CN=C2C(=N1)NC=C2C2=NC(=C(C(=N2)N[C@@H]2[C@H](C1CCC2CC1)C(=O)OCC)F)C=1OC=CC1 (2S,3S)-ethyl 3-((2-(3-chloro-5H-pyrrolo[2,3-b]pyrazin-7-yl)-5-fluoro-6-(furan-2-yl) pyrimidin-4-yl)amino)bicyclo[2.2.2]octane-2-carboxylate